{9-[(3-trifluoromethylphenyl)methyl]-5-carbamoylcarbazol-4-yl}oxyacetic acid FC(C=1C=C(C=CC1)CN1C2=CC=CC(=C2C=2C(=CC=CC12)OCC(=O)O)C(N)=O)(F)F